methyl 2-[(4-tert-butyl-2-fluoro-5-methoxy-phenyl)methyl]-1H-benzimidazole-5-carboxylate C(C)(C)(C)C1=CC(=C(C=C1OC)CC1=NC2=C(N1)C=CC(=C2)C(=O)OC)F